4-fluoroindoline-2,3-dione FC1=C2C(C(NC2=CC=C1)=O)=O